(6-methyl-5,6,7,8-tetrahydro-1H-pyrrolo[2,3-e]pyrido[3,4-b]pyridin-2-yl)methanone CN1CC2=NC3=C(C=C2CC1)NC(=C3)C=O